2-(4-ethoxyphenoxy)aniline C(C)OC1=CC=C(OC2=C(N)C=CC=C2)C=C1